ClC=1C(=C(C=CC1Cl)NC1=NC=NC2=CC(=C(C=C12)OC1CCC(CC1)CN1CCC(CC1)C=1C=C2C(N(C(C2=CC1)=O)C1C(NC(CC1)=O)=O)=O)OC)F 5-(1-((4-((4-((3,4-dichloro-2-fluorophenyl)amino)-7-methoxyquinazolin-6-yl)oxy)cyclohexyl)methyl)piperidin-4-yl)-2-(2,6-dioxopiperidin-3-yl)isoindoline-1,3-dione